cyclohexyl-dioctylphosphine C1(CCCCC1)P(CCCCCCCC)CCCCCCCC